C(C)(C)(C)OC(=O)NCCN1C(=CC2=CC(=CC=C12)C(F)(F)F)C(=O)OCC ethyl 1-(2-((tert-butoxycarbonyl) amino) ethyl)-5-(trifluoromethyl)-1H-indole-2-carboxylate